2-amino-3,4,5-trimethoxybenzoic propiolic anhydride C(C#C)(=O)OC(C1=C(C(=C(C(=C1)OC)OC)OC)N)=O